5-(difluoromethoxy)-2-methyl-3-(4,4,5,5-tetramethyl-1,3,2-dioxaborolan-2-yl)pyridine FC(OC=1C=C(C(=NC1)C)B1OC(C(O1)(C)C)(C)C)F